(S)-3-(isoquinolin-4-yl)-2-(methylamino)propanoic acid C1=NC=C(C2=CC=CC=C12)C[C@@H](C(=O)O)NC